C(C#CC#CCCC)(=O)O Octadiynoic acid